C(C1=CC=CC=C1)OC1=CC=C(C=C1)C1CC=CC2=CC=CC=C12 1-(4-(benzyloxy)phenyl)-1,2-dihydronaphthalene